C1(=CC=CC=C1)[C@@H](C)NC1=NC=CC=N1 N-[(1R)-1-phenylethyl]pyrimidin-2-amine